1-bromo-3-(bromomethyl)-2,4-difluorobenzene BrC1=C(C(=C(C=C1)F)CBr)F